CC(CC=O)CC=CCCCCCC 3-methyldodec-5-enal